5-(4-bromo-2-methoxy-6-methylphenyl)-4-hydroxycyclopent-2-enone BrC1=CC(=C(C(=C1)C)C1C(C=CC1=O)O)OC